N(CCO)(CCO)CCO.P(=O)(OCCCCCCCC\C=C/CCCCCCCC)(O)O oleyl phosphate triethanolamine salt